(difluoromethoxy)-2-(6-fluoro-1H-indol-4-yl)-6-methoxy-1-oxo-1,2-dihydroisoquinoline-4-carboxylic acid FC(OC=1N(C(C2=CC=C(C=C2C1C(=O)O)OC)=O)C1=C2C=CNC2=CC(=C1)F)F